C1(=CC=CC=C1)C1C2=C(NC(N1)=O)CNC2=O 4-phenyl-3,4,6,7-tetrahydro-1H-pyrrolo[3,4-d]pyrimidine-2,5-dione